CC=1N=C2N(C(=CN=C2C)C)C1C(=O)[O-].[K+] potassium 2,5,8-trimethylimidazo[1,2-a]pyrazine-3-carboxylate